1-methyl-phenylhydrazine CC1(CC=CC=C1)NN